methyl 2-(4-(methoxycarbonyl)-2-nitrophenyl)-1-methyl-1H-pyrrole-3-carboxylate COC(=O)C1=CC(=C(C=C1)C=1N(C=CC1C(=O)OC)C)[N+](=O)[O-]